N-(2-(5-fluoro-1H-indol-3-yl)ethyl)-N-methylbutan-2-amine FC=1C=C2C(=CNC2=CC1)CCN(C(C)CC)C